S1N=NC2=C1C=CC=C2 1,2,3-benzothiadiazole